(S)-3-((S)-2-(hydroxymethyl)-6-oxo-3,4,6,8-tetrahydro-[1,4]oxazino[2,3-f]isoindol-7(2H)-yl)piperidine-2,6-dione OC[C@@H]1CNC=2C(=CC=3CN(C(C3C2)=O)[C@@H]2C(NC(CC2)=O)=O)O1